Methyl 2-bromo-5-methylthiazole-4-carboxylate BrC=1SC(=C(N1)C(=O)OC)C